methyl 3-bromo-1-(2-((tert-butoxycarbonyl)amino)ethyl)-4-iodo-1H-pyrrole-2-carboxylate BrC1=C(N(C=C1I)CCNC(=O)OC(C)(C)C)C(=O)OC